C(C1=CC=CC=C1)N1CCN(CC1)[C@H]1[C@H](CN(CC1)C1=C(C=C(C=C1)OCC1=CC=CC=C1)F)F 1-benzyl-4-((3S,4R)-1-(4-(benzyloxy)-2-fluorophenyl)-3-fluoropiperidin-4-yl)piperazine